OC1(C=CC(N1CCC1=CC=CC=C1)=O)C1=CC=CC=C1 5-hydroxy-1-phenethyl-5-phenyl-1H-pyrrol-2(5H)-one